CNC1=CC=C(C=C1)C1C(C(CCC1)COC1=CC=C(C=C1)C(F)(F)F)C(=O)[O-] 2-(4-(methylamino)phenyl)-6-((4-(trifluoromethyl)phenoxy)methyl)cyclohexane-1-carboxylate